ClC1=C2C=CN=C(C2=CC=C1)NC=1C=CC(=NC1)C(=O)O 5-((5-Chloroisoquinolin-1-yl)amino)picolinic acid